ClC1=C(CNC(=O)[C@]2(C=3C=CC=NC3[C@H](CC2)O)F)C(=CC=C1)C(F)(F)F (5S,8S)-N-(2-chloro-6-(trifluoromethyl)benzyl)-5-fluoro-8-hydroxy-5,6,7,8-tetrahydroquinoline-5-carboxamide